CC1(CCCCCC1)[15N]=C(C1=CC=CC=C1)C1=CC=CC=C1 N-(1-methylcycloheptyl)-1,1-diphenylmethanimine-15N